C(C)(C)(C)CC(C(=O)OOC(C)C#CC1=CNC2=C(C=C(C=C12)F)C1=CC(=C2NC(C=3N(C2=C1F)C(=NN3)C)(C)C)C)(C)C 4-[5-Fluoro-7-(9-fluoro-1,4,4,6-tetramethyl-5H-[1,2,4]triazolo[4,3-a]quinoxalin-8-yl)-1H-indol-3-yl]-but-3-yn-2-ol t-Butyl-peroxypivalate